BrC1=C(C=C(C=C1)C1NS(CC1)=O)F (4-bromo-3-fluorophenyl)-4,5-dihydro-3H-isothiazole 1-oxide